5-bromo-2-oxo-6-(trifluoromethyl)-1,2-dihydropyridine-3-carboxylic acid ethyl ester C(C)OC(=O)C=1C(NC(=C(C1)Br)C(F)(F)F)=O